C(N)(=O)C1CCCCC1 carbamoylcyclohexane